ONC(=O)C=1C=2CN(CC2C=CC1)C=1OC=2C=NC=CC2N1 N-hydroxy-2-(oxazolo[5,4-c]pyridin-2-yl)isoindoline-4-carboxamide